C(\C=C(/C)\CCC[C@H](C)CCC[C@H](C)CCCC(C)C)SC(CO)=S mono-dithioglycolic acid phytyl ester